(4-{[((R)-7-Benzyloxy-2,3-dihydro-benzo[1,4]dioxin-2-ylmethyl)-amino]-methyl}-benzyl)-carbamic acid tert-butyl ester C(C)(C)(C)OC(NCC1=CC=C(C=C1)CNC[C@@H]1COC2=C(O1)C=C(C=C2)OCC2=CC=CC=C2)=O